CC1=C2N(N=C1N)CCC2 3-methyl-5,6-dihydro-4H-pyrrolo[1,2-b]pyrazol-2-amine